CNS(=O)(=O)CCCN1C2=NC=NC(=C2N=C1SC1=CC2=C(CCO2)C=C1I)N 3-[6-Amino-8-(5-iodo-2,3-dihydro-benzofuran-6-ylsulfanyl)-purin-9-yl]-propane-1-sulfonic acid methylamide